C(C)(C)C1=C(C(=CC=C1)C(C)C)N1C(N(C=C1)C1=C(C=CC=C1C(C)C)C(C)C)=O 1,3-bis(2,6-diisopropylphenyl)imidazolone